C1(CC1)CNCC[C@H]1[C@@H]([C@H](CC=2NC3=CC=CC=C3C12)C1=CC(=CC=C1)F)N (2R,3R,4R)-4-{2-[(Cyclopropylmethyl)amino]ethyl}-2-(3-fluorophenyl)-2,3,4,9-tetrahydro-1H-carbazol-3-amine